diethyl (4-iodo-butyl)phosphonate ICCCCP(OCC)(OCC)=O